N-(4-chloro-2-methylphenyl)-N-methyl-6-(6-(trifluoromethyl)pyridin-3-yl)pyrazine-2-carboxamide ClC1=CC(=C(C=C1)N(C(=O)C1=NC(=CN=C1)C=1C=NC(=CC1)C(F)(F)F)C)C